(Ra)-6-(4-Fluoro-1-((3'-fluoro-5'-methoxy-[1,1'-biphenyl]-4-yl)methyl)-1H-indol-7-carboxamido)spiro[3.3]heptan FC1=C2C=CN(C2=C(C=C1)C(=O)NC1CC2(CCC2)C1)CC1=CC=C(C=C1)C1=CC(=CC(=C1)OC)F